4-amino-1-methyl-3-(tetrahydro-2H-pyran-4-yl)-1H-pyrazole-5-carboxylic acid ethyl ester C(C)OC(=O)C1=C(C(=NN1C)C1CCOCC1)N